(2-(prop-1-ynyl)pyridin-4-yl)methanol C(#CC)C1=NC=CC(=C1)CO